7-bromo-N,N-dimethyl-[1,2,4]triazolo[1,5-a]pyridin-2-amine CN(C)C1=NN2C=CC(=CC2=N1)Br